OC1(CC=CC(=C1)OCCO)C 2-hydroxy-4-(2-hydroxyethoxy)-2-methylbenzene